C(#N)CNC(C1=CC=C(C=C1)C1=NC(=NC=C1C)NC=1C=NN(C1)C1CCN(CC1)C(=O)[C@@H]1C(C1)(C)C)=O (S)-N-(cyanomethyl)-4-(2-((1-(1-(2,2-dimethylcyclopropane-1-carbonyl)piperidin-4-yl)-1H-pyrazol-4-yl)amino)-5-methylpyrimidin-4-yl)benzamide